(3S,4R)-4-((5-fluoro-4-(8-fluoro-2-(2-hydroxypropan-2-yl)-3-isopropylimidazo[1,2-a]pyridin-6-yl)pyrimidin-2-yl)amino)tetrahydro-2H-pyran-3-ol FC=1C(=NC(=NC1)N[C@H]1[C@@H](COCC1)O)C=1C=C(C=2N(C1)C(=C(N2)C(C)(C)O)C(C)C)F